3-[2-(2-chloro-6-cyclopropylpyridin-4-yl)-5-fluorophenyl]-4-methylpyridazine ClC1=NC(=CC(=C1)C1=C(C=C(C=C1)F)C=1N=NC=CC1C)C1CC1